ClC1=C(C=CC=C1)C1=CC=2C(=NC=C(N2)C=2N(N=C(C2)C(F)(F)F)C)N1 6-(2-Chloro-phenyl)-2-(2-methyl-5-trifluoromethyl-2H-pyrazol-3-yl)-5H-pyrrolo[2,3-b]pyrazine